N-{2-[(tert-butyldimethylsilyl)oxy]Ethyl}aniline [Si](C)(C)(C(C)(C)C)OCCNC1=CC=CC=C1